2-methyl-4-(1-(thiazole-4-carboxamido)ethyl)benzoic acid CC1=C(C(=O)O)C=CC(=C1)C(C)NC(=O)C=1N=CSC1